6-(2-(3-(3-chloropyridin-2-yl)-5-cyclopropylisoxazol-4-yl)-7-azaspiro[3.5]non-1-en-7-yl)-4-(difluoromethoxy)quinoline-2-carboxylic acid ClC=1C(=NC=CC1)C1=NOC(=C1C1=CC2(C1)CCN(CC2)C=2C=C1C(=CC(=NC1=CC2)C(=O)O)OC(F)F)C2CC2